FC1(CCC(CC1)[C@H](NC(=O)C1=CC=NN1C)C1=NC2=C(N1)C=CC(=C2)[C@@H](C)NC(CCC(F)(F)F)=O)F N-((S)-(4,4-Difluorocyclohexyl)(5-((R)-1-(4,4,4-trifluorobutanamido)ethyl)-1H-benzo[d]imidazol-2-yl)methyl)-1-methyl-1H-pyrazole-5-carboxamide